ClC1=C(C(=O)N[C@H](C(=O)O)CNC(=O)N[C@@H]2CCC3=CC=CC=C23)C(=CC=C1NCCC1=CC=CC=C1)Cl (S)-2-(2,6-dichloro-3-(phenethylamino)benzamido)-3-(3-((R)-2,3-dihydro-1H-inden-1-yl)ureido)propanoic acid